C1(=NC=CC2=CC=CC=C12)C=1N=NN(N1)CC1=CC=C(C(=O)NO)C=C1 4-[[5-(1-isoquinolinyl)tetrazol-2-yl]methyl]benzohydroxamic acid